OCCC[N+](CCCCCCCCCCCCCCCC)(C)C hydroxypropyl-dimethyl-hexadecyl-ammonium